O=C1N2C(=NN1C13CCC(CC1)(C3)C#N)CC[C@H]2C2=CC=CC=C2 4-[(5S)-3-oxo-5-phenyl-6,7-dihydro-3H-pyrrolo[2,1-c][1,2,4]triazol-2(5H)-yl]bicyclo[2.2.1]heptane-1-carbonitrile